(3S)-N-[4-methyl-3-[2-(morpholin-4-yl)-6-(2-oxo-1,3-oxazolidin-3-yl)pyridin-4-yl]phenyl]-3-(2,2,2-trifluoroethyl)pyrrolidine-1-carboxamide CC1=C(C=C(C=C1)NC(=O)N1C[C@@H](CC1)CC(F)(F)F)C1=CC(=NC(=C1)N1C(OCC1)=O)N1CCOCC1